Dimethyl-propylenediamine CN(C(CN)C)C